COC=1C=C(C=CC1OC)C1=C(C(=NN1C1=CC=C(C=C1)Cl)C(F)F)C#N 5-(3,4-dimethoxyphenyl)-1-(4-chlorophenyl)-3-difluoromethyl-1H-pyrazole-4-carbonitrile